NC1=NC=C(C2=C1C(=NN2[C@@H]2CN(CC2)C(C=C)=O)C#CC2=CC1=C(N(C=N1)C([2H])([2H])[2H])C=C2F)C2=NN(C=C2)C (S)-1-(3-(4-amino-3-((6-fluoro-1-(methyl-d3)-1H-benzo[d]imidazol-5-yl)ethynyl)-7-(1-methyl-1H-pyrazol-3-yl)-1H-pyrazolo[4,3-c]pyridin-1-yl)pyrrolidin-1-yl)prop-2-en-1-one